C(C)OC(=O)[C@@H]1CN(C[C@H]1C1=CSC=C1N=C(C1=CC=CC=C1)C1=CC=CC=C1)CC1=CC=CC=C1.BrC=1C(=NC=CC1)OCC([2H])([2H])[2H] 3-bromo-2-(ethoxy-2,2,2-d3)Pyridine Ethyl-(3S,4R)-1-benzyl-4-(4-((diphenylmethylene)amino)thiophen-3-yl)pyrrolidine-3-carboxylate